ClC1=C(C=C(C(=O)NS(=O)(=O)C2=CC=C(C(=O)NCC)C=C2)C=C1)C 4-(4-chloro-3-methyl-benzoylsulfamoyl)-N-ethyl-benzamide